(3S)-1-{6-[2-(methoxymethoxy)-4-(2-methyl-1,3-thiazol-5-yl)phenyl]-pyridazin-3-yl}-N-(oxolan-3-yl)pyrrolidin-3-amine COCOC1=C(C=CC(=C1)C1=CN=C(S1)C)C1=CC=C(N=N1)N1C[C@H](CC1)NC1COCC1